(S)-Methyl 2-(furan-2-carboxamido)-3-hydroxypropanoate O1C(=CC=C1)C(=O)N[C@H](C(=O)OC)CO